COC1=C(C=C(C(=N1)C)N1CN(C2=C(C1=O)C=C(C=N2)C(F)(F)F)C2=C(C=C(C=C2)OC(F)(F)F)C)C 3-(6-methoxy-2,5-dimethylpyridin-3-yl)-1-(2-methyl-4-(trifluoromethoxy)phenyl)-6-(trifluoromethyl)-2,3-dihydropyrido[2,3-d]pyrimidin-4(1H)-one